NC1=NC(=C(C(=C1C#N)C1=CC(=CC=C1)C1=NC=CC=C1)C#N)N1CCCCC1 2-amino-6-(piperidin-1-yl)-4-(3-(pyridin-2-yl)phenyl)pyridine-3,5-dicarbonitrile